3-(4-amino-7-(cyclopropanecarbonyl)-3-((1-ethyl-1H-benzo[d]imidazol-5-yl)ethynyl)-1H-pyrazolo[4,3-c]pyridin-1-yl)pyrrolidin NC1=NC=C(C2=C1C(=NN2C2CNCC2)C#CC2=CC1=C(N(C=N1)CC)C=C2)C(=O)C2CC2